5-chloro-2-(furan-2-yl)pyrazolo[1,5-a]pyrimidin-7-amine ClC1=NC=2N(C(=C1)N)N=C(C2)C=2OC=CC2